2,4-diamino-N-(1-(benzo[d][1,3]dioxol-5-yl)propan-2-yl)-N-methylbutanamide NC(C(=O)N(C)C(CC1=CC2=C(OCO2)C=C1)C)CCN